4-[[2-(4-chloro-3-methoxy-phenyl)acetyl]amino]pyridine-2-carboxylic acid ClC1=C(C=C(C=C1)CC(=O)NC1=CC(=NC=C1)C(=O)O)OC